6-(1-(8-(Cyclopropylmethyl)-8-azabicyclo[3.2.1]octan-3-yl)piperidin-4-yl)-2-(3-fluoro-4-(methylsulfonyl)phenyl)-4-methyl-1H-benzo[d]imidazol C1(CC1)CN1C2CC(CC1CC2)N2CCC(CC2)C=2C=C(C1=C(NC(=N1)C1=CC(=C(C=C1)S(=O)(=O)C)F)C2)C